8-methyl-6-(tetrahydro-2H-pyran-4-yl)-6,7,8,9-tetrahydro-2H-1,2,5,6-tetraazabenzo[cd]azulene CC1CN(C=2C3=C(NN=C3C1)C=CN2)C2CCOCC2